COC1=C2C(NC(=NC2=CC(=C1)OC)C1=CC=C(C=C1)N1CCC(CC1)CN1C2CN(C(C1)CC2)C=2C=C1C(N(C(C1=CC2)=O)C2C(NC(CC2)=O)=O)=O)=O 5-(5-((1-(4-(5,7-dimethoxy-4-oxo-3,4-dihydroquinazolin-2-yl)phenyl)piperidin-4-yl)methyl)-2,5-diazabicyclo[2.2.2]octan-2-yl)-2-(2,6-dioxopiperidin-3-yl)isoindoline-1,3-dione